CC1=C(C=2N(C=C1C1=C(C3=NC(=CC=C3N1)N1[C@H]3CN([C@@H](C1)C3)CC(=O)N)C(C)C)N=CN2)C 2-[(1R,4R)-5-(2-{7,8-dimethyl-[1,2,4]triazolo[1,5-a]pyridin-6-yl}-3-(propan-2-yl)-1H-pyrrolo[3,2-b]pyridin-5-yl)-2,5-diazabicyclo[2.2.1]heptan-2-yl]acetamide